C1(CCC1)CN([C@@H]1CC[C@H](CC1)N(C1=C(C(N(C=2C=CC(=NC12)C#N)C)=O)C#N)C)C1=CC(=C(C=C1)F)C trans-8-((4-((cyclobutylmethyl)(4-fluoro-3-methylphenyl)amino)cyclohexyl)(methyl)amino)-5-methyl-6-oxo-5,6-dihydro-1,5-naphthyridine-2,7-dicarbonitrile